NC1=C(C(=NC(=C1Cl)F)O[C@@H](C(=O)O)C)Cl (2R)-2-[(4-amino-3,5-dichloro-6-fluoro-2-pyridinyl)oxy]propionic acid